CN1CCN(CC1)C=1SC=C(N1)NC1=NC=C(C(=N1)NCCCN1C(OCCC1)=O)C(F)(F)F 3-(3-((2-((2-(4-methylpiperazin-1-yl)thiazol-4-yl)amino)-5-(trifluoromethyl)pyrimidin-4-yl)amino)propyl)-1,3-oxazinan-2-one